BrC1=CCCC(=CCC1)Br 1,5-dibromo-1,5-cyclooctadiene